C(CCC)N1C(N(C(C(C1=O)=C(N)N)=O)C1CCC2(CC3(CCC(N3CC3CC3)=O)C2)CC1)=O 1-Butyl-3-(1-(cyclopropylmethyl)-2-oxo-1-azadispiro[4.1.57.15]tridecan-10-yl)-5-(diaminomethylene)pyrimidine-2,4,6(1H,3H,5H)-trione